C(C1=CC=CC=C1)C=1C(=NC=CC1)N(N=C1N(N=C(C=C1)C1=CC=C(C=C1)OC(F)F)CC1=CC(=NO1)C)C1=NC=CC=C1 6-(4-(difluoromethoxy)phenyl)-2-((3-methylisoxazol-5-yl)methyl)pyridazine-3(2H)-one Benzyl-bis-2-pyridinylhydrazone